N-((Z)-3-((E)-4-aminobut-2-en-1-yl)-6-carbamoyl-4-(3-hydroxypropoxy)benzo[d]thiazol-2(3H)-ylidene)-4-ethyl-2-methyloxazole-5-carboxamide NC/C=C/CN1/C(/SC2=C1C(=CC(=C2)C(N)=O)OCCCO)=N/C(=O)C2=C(N=C(O2)C)CC